4-amino-N-(5-chlorobenzo[d]oxazol-2-yl)-1-(1-(4-(pyrrolidin-1-yl)but-2-enoyl)pyrrolidin-3-yl)-1H-pyrazolo[3,4-d]pyrimidine-3-carboxamide NC1=C2C(=NC=N1)N(N=C2C(=O)NC=2OC1=C(N2)C=C(C=C1)Cl)C1CN(CC1)C(C=CCN1CCCC1)=O